tert-butyl 4-[4-[[5-[(3,5-difluorophenyl)methyl]-1H-indazol-3-yl]carbamoyl]-3-(tetrahydropyran-4-ylamino)phenyl]-3,6-dihydro-2H-pyridine-1-carboxylate FC=1C=C(C=C(C1)F)CC=1C=C2C(=NNC2=CC1)NC(=O)C1=C(C=C(C=C1)C=1CCN(CC1)C(=O)OC(C)(C)C)NC1CCOCC1